N-(7-(3-((5-chloro-4-(1H-indol-3-yl)pyrimidin-2-yl)amino)-1H-pyrazol-1-yl)heptyl)-2-((2-(2,6-dioxopiperidin-3-yl)-1,3-dioxoisoindoline-4-yl)oxy)acetamide ClC=1C(=NC(=NC1)NC1=NN(C=C1)CCCCCCCNC(COC1=C2C(N(C(C2=CC=C1)=O)C1C(NC(CC1)=O)=O)=O)=O)C1=CNC2=CC=CC=C12